(methacrylamidopropyl)trimethylammonium chloride [Cl-].C(C(=C)C)(=O)NCCC[N+](C)(C)C